[N+](=O)([O-])C1=C(C=CC(=C1)Cl)C1=NN=NN1 (2-nitro-4-chlorophenyl)tetrazole